(3R,5S)-3-{[tert-butyl(dimethyl)silyl]oxy}-5-({[tert-butyl(dimethyl)silyl]oxy}methyl)pyrrolidin-2-one [Si](C)(C)(C(C)(C)C)O[C@H]1C(N[C@@H](C1)CO[Si](C)(C)C(C)(C)C)=O